(R)-N-((R)-1-(2-cyano-3-(isoindolin-2-yl)-7-methylquinoxalin-5-yl)ethyl)-2-methylpropane-2-sulfinamide C(#N)C1=NC2=CC(=CC(=C2N=C1N1CC2=CC=CC=C2C1)[C@@H](C)N[S@](=O)C(C)(C)C)C